methyl 6-bromo-5-methyl-3-oxo-2,3-dihydro-1-benzofuran-7-carboxylate BrC1=C(C2=C(C(CO2)=O)C=C1C)C(=O)OC